3-(1-(5-chloropyridin-2-yl)ethoxy)-N5-cyclobutyl-N2-methyl-1H-pyrrole-2,5-dicarboxamide ClC=1C=CC(=NC1)C(C)OC1=C(NC(=C1)C(=O)NC1CCC1)C(=O)NC